OXYGEN TRIMETHYLALUMINUM C[Al](C)C.[O]